((2-chloropyridin-4-yl)oxy)-1-(1-(oxetan-3-yl)piperidin-4-yl)ethan-1-one ClC1=NC=CC(=C1)OCC(=O)C1CCN(CC1)C1COC1